(3S,4R)-4-((10-(1-methylpiperidin-4-yl)-6,7-dihydropyrazolo[1,5-d]pyrimido[4,5-f][1,4]oxazepin-2-yl)amino)tetrahydro-2H-pyran-3-ol CN1CCC(CC1)C1=NN2CCOC3=C(C2=C1)N=C(N=C3)N[C@H]3[C@@H](COCC3)O